O=C1[C@H]2[C@@H]3[C@H](NC[C@@H]3[C@@H]1C=C2)C(=O)OC methyl (1r,2r,3s,6s,7s)-10-oxo-4-azatricyclo[5.2.1.0{2,6}]dec-8-ene-3-carboxylate